BrC1=CC=CC(=N1)CNC1CN(CCC1)C=1N=NC(=CC1)C1=C(C=CC=C1)OC N-((6-bromopyridin-2-yl)methyl)-1-(6-(2-methoxyphenyl)pyridazin-3-yl)piperidin-3-amine